6-[2-[1-[2-(aminomethyl)-3,3-difluoro-allyl]-5-oxo-1,2,4-triazol-4-yl]-4-pyridinyl]-8-methyl-3,4-dihydro-1H-quinolin-2-one NCC(CN1N=CN(C1=O)C1=NC=CC(=C1)C=1C=C2CCC(NC2=C(C1)C)=O)=C(F)F